[C@H]1(N(C[C@H]2[C@H]3C=C[C@@H]([C@@H]12)CC3)C(=O)OC(C)(C)C)C(=O)OC |o1:0,3,4,7,8| 2-(tert-butyl) 1-methyl (1R*,3aS*,4R*,7S*,7aR*)-1,3,3a,4,7,7a-hexahydro-2H-4,7-ethanoisoindole-1,2-dicarboxylate